(2-(butylamino)benzyl)carbamic acid tert-butyl ester C(C)(C)(C)OC(NCC1=C(C=CC=C1)NCCCC)=O